3-bromo-9-chloro-6,6-dimethyl-8-(4-methylpiperazin-1-yl)-5,6-dihydro-11H-benzo[b]carbazole BrC1=CC=C2C=3CC4=C(C(C3NC2=C1)(C)C)C=C(C(=C4)Cl)N4CCN(CC4)C